(S)-1,1'-binaphthyl-disulfonic acid C1(=C(C(=CC2=CC=CC=C12)S(=O)(=O)O)S(=O)(=O)O)C1=CC=CC2=CC=CC=C12